C1(=CC=CC=C1)C1=NN(C(=C1)O)C=1SC=C(N1)C1=CC=CC=C1 3-phenyl-1-(4-phenylthiazol-2-yl)-1H-pyrazol-5-ol